N1(CCCC1)[P+](ON1N=NC=2C1=NC=CC2)(N2CCCC2)N2CCCC2 Tri(pyrrolidin-1-yl)[(3H-[1,2,3]triazolo[4,5-b]pyridin-3-yl)oxy]phosphanium